3-(1-oxo-5-(((1R,2S)-2-(3-(pyridin-4-yl)azetidin-1-yl)cyclohexyl)oxy)isoindolin-2-yl)piperidine-2,6-dione O=C1N(CC2=CC(=CC=C12)O[C@H]1[C@H](CCCC1)N1CC(C1)C1=CC=NC=C1)C1C(NC(CC1)=O)=O